CN(C1=CC(=C(C=C1)OC)N(C([C@@H](N)C1=CC=CC=C1)=O)C(=O)OC(C)(C)C)C1=CC(OC2=CC=CC=C12)=O 4-(N-methyl-N-(3-(N-Boc-L-phenylglycinamido)-4-methoxyphenyl)-amino)coumarin